BrCC1CCCCC1 (bromo)methylcyclohexane